(3S,5S)-3,5-Dimethyl-piperazine-1-carboxylic acid tert-butyl ester C(C)(C)(C)OC(=O)N1C[C@@H](N[C@H](C1)C)C